3-chloro-N-[trans-4-(methylamino)cyclohexyl]-N-[[3-(4-pyridyl)phenyl]methyl]-benzo[b]thiophene-2-carboxamide dihydrochloride Cl.Cl.ClC=1C2=C(SC1C(=O)N(CC1=CC(=CC=C1)C1=CC=NC=C1)[C@@H]1CC[C@H](CC1)NC)C=CC=C2